CC=1C=C(C=C2C(NC(=NC12)C=1C=C2C(=CN1)SC=C2)=O)CCC=O 3-(8-methyl-4-oxo-2-thieno[2,3-c]pyridin-5-yl-3,4-dihydro-quinazolin-6-yl)-propanal